COC1=NC(=C(C2=C1CN(C2)C(CC2CN(C2)C=2C=NC=NC2)=O)C)C 1-(4-Methoxy-6,7-dimethyl-1,3-dihydro-2H-pyrrolo[3,4-c]pyridin-2-yl)-2-[1-(pyrimidin-5-yl)azetidin-3-yl]ethanon